2,7-Dichloro-5-(((3S)-8,8-difluoro-4-azabicyclo[5.1.0]octan-3-yl)methoxy)-8-fluoropyrido[4,3-d]pyrimidin-4(3H)-one ClC=1NC(C2=C(N1)C(=C(N=C2OC[C@@H]2CC1C(C1CCN2)(F)F)Cl)F)=O